mercaptododecane disodium salt [Na].[Na].SCCCCCCCCCCCC